N,N-bis(2-hydroxyethyl)aminoethanesulfonic acid C(CO)N(CCO)CCS(=O)(=O)O